N[C@H](C)C1=CC(=CN2C1=NC(=CC2=O)N2[C@@H](COCC2)C=C)F 9-[(1R)-1-aminoethyl]-7-fluoro-2-[(3R)-3-vinylmorpholin-4-yl]pyrido[1,2-a]pyrimidin-4-one